C1=CC(=CC=C1C2=[O+]C3=CC(=CC(=C3C=C2O)O)O)O.[Cl-] The molecule is an anthocyanidin chloride that has pelargonidin as the cationic counterpart. It has a role as a phytoestrogen and a plant metabolite. It contains a pelargonidin.